N-[(1S)-2-[[1-[1-(1-cyclobutyltetrazol-5-yl)-3,3-di-fluoro-propyl]pyrazol-4-yl]-amino]-1-(4,4-difluoro-cyclohexyl)-2-oxo-ethyl]-4-methyl-1,2,5-oxadiazole-3-carboxamide C1(CCC1)N1N=NN=C1C(CC(F)F)N1N=CC(=C1)NC([C@H](C1CCC(CC1)(F)F)NC(=O)C1=NON=C1C)=O